((5-bromoquinolin-2-yl)methyl)-5,6,7,8-tetrahydroquinolin-8-amine BrC1=C2C=CC(=NC2=CC=C1)CC1=NC=2C(CCCC2C=C1)N